C(C)OC(C1=CC(=C(C=C1)S(NC=1C(=NC=C(C1)Br)OC)(=O)=O)F)=O 4-(N-(5-bromo-2-methoxypyridin-3-yl)sulfamoyl)-3-fluorobenzoic acid ethyl ester